CC(=O)OC1=CC(=C(C=C1)OC(=O)C)C(=O)O diacetylgentisic acid